2-(2,5-difluoropyridin-4-yl)-2-hydroxyacetamide FC1=NC=C(C(=C1)C(C(=O)N)O)F